N-(4'-FORMYL[1,1-BIPHENYL]-2-YL)ACETAMIDE C(=O)C1=CC=C(C=C1)C1=C(C=CC=C1)NC(C)=O